ClCCOCC(OC1=CC=CC(=N1)NC=1C=C2C(=CN=C(C2=CN1)NC)C=1OC2=C(N1)C=C(C=C2)O)C 2-[6-[[6-[2-(2-chloroethoxy)-1-methyl-ethoxy]-2-pyridyl]amino]-1-(methylamino)-2,7-naphthyridin-4-yl]-1,3-benzoxazol-5-ol